1,3-diallyl-1,3,5-triazin-2,4,6-trione C(C=C)N1C(N(C(NC1=O)=O)CC=C)=O